(3-((4-(4,6-Dimethylpyrimidin-5-yl)cyclohex-3-en-1-yl)methyl)-1,2,3-oxadiazol-3-ium-5-yl)((2-(trifluoromethyl)pyridin-4-yl)carbamoyl)amide CC1=NC=NC(=C1C1=CCC(CC1)C[N+]1=NOC(=C1)[N-]C(NC1=CC(=NC=C1)C(F)(F)F)=O)C